NC1=CC=NN1C1=NN=C(S1)NC(=O)C1=CC(=C(C(O1)=O)OCCOC)C1=C(C=CC=C1OC)CC#N N-(5-(5-amino-1H-pyrazol-1-yl)-1,3,4-thiadiazol-2-yl)-4-(2-(cyanomethyl)-6-methoxyphenyl)-3-(2-methoxyethoxy)-2-oxo-2H-pyran-6-carboxamide